tert-butyl 4-(((6-amino-5-(4-phenoxyphenyl)pyrimidin-4-yl)amino)methyl)piperidine-1-carboxylate NC1=C(C(=NC=N1)NCC1CCN(CC1)C(=O)OC(C)(C)C)C1=CC=C(C=C1)OC1=CC=CC=C1